ethyl 2-(2-((5-(3-(aminomethyl)phenyl)-1-isopropyl-1H-indazol-3-yl)methoxy)-3-cyanophenyl)acetate NCC=1C=C(C=CC1)C=1C=C2C(=NN(C2=CC1)C(C)C)COC1=C(C=CC=C1C#N)CC(=O)OCC